3-(1-Hydroxyethyl)cyclobutyl(8-amino-7-fluoro-6-(8-methyl-2,3-dihydro-1H-pyrido[2,3-b][1,4]oxazin-7-yl)isoquinolin-3-yl)carbamate OC(C)C1CC(C1)N(C([O-])=O)C=1N=CC2=C(C(=C(C=C2C1)C1=C(C2=C(OCCN2)N=C1)C)F)N